ClC=1C=C(C=C2C(C=C(OC12)C1=CC=C(C=C1)O)=O)C#N 8-chloro-2-(4-hydroxyphenyl)-4-oxo-chromene-6-carbonitrile